N-((1-((2-(3,5-dichlorophenyl)-6-((6-(piperazin-1-yl)pyridin-3-yl)oxy)pyridin-4-yl)methyl)-4-hydroxypiperidin-4-yl)methyl)acetamide ClC=1C=C(C=C(C1)Cl)C1=NC(=CC(=C1)CN1CCC(CC1)(O)CNC(C)=O)OC=1C=NC(=CC1)N1CCNCC1